6'-(1-(4-amino-1,3-dihydrofuro[3,4-c][1,7]naphthyridine-8-carbonyl)-5-methylpiperidin-2-yl)-1',4'-dihydro-2'H-spiro[cyclopropane-1,3'-quinoline]-2'-one NC1=NC=2C=NC(=CC2C2=C1COC2)C(=O)N2C(CCC(C2)C)C=2C=C1CC3(C(NC1=CC2)=O)CC3